tert-butyl((5-methyl-6-((1-(naphthalen-2-yl)cyclopropyl)carbamoyl)-1H-indol-2-yl)methyl)carbamate C(C)(C)(C)OC(NCC=1NC2=CC(=C(C=C2C1)C)C(NC1(CC1)C1=CC2=CC=CC=C2C=C1)=O)=O